FC(C([SiH](C)C)(F)F)CCCC(C1=CC=CC=C1)(F)F pentafluorophenylhexyl-dimethyl-silane